[Cl-].C(CCC)[PH+](CCCC)CCCC.C(CCC)[PH+](CCCC)CCCC.[Cl-] bis-tributylphosphonium chloride